C[C@@]12CC[C@@H]3[C@@]([C@H]1CCC4=C5CC(CC[C@@]5(CC[C@@]24C)C(=O)O)(C)C)(C[C@H]([C@@H](C3(C)C)O)O)C 2α,3β-dihydroxyolean-13(18)-en-28-oic acid